C1(CCC1)C(C#N)C1=NC=CC(=C1)OC 2-Cyclobutyl-2-(4-methoxypyridin-2-yl)acetonitrile